CC1=CC2=C(N=N1)N(C(=C2)C(C(C(=O)OC(C)(C)C)(C)C)C2=CC(=C(C=C2)C)CO)C tert-Butyl 3-(3,7-dimethyl-7H-pyrrolo[2,3-c]pyridazin-6-yl)-3-(3-(hydroxymethyl)-4-methylphenyl)-2,2-dimethylpropanoate